ethyl 2-bromo-7-(naphthalen-1-ylmethyl)-5-oxo-8-(3-(trifluoromethyl)phenyl)-1,5-dihydroimidazo[1,2-a]pyridine-3-carboxylate BrC=1NC=2N(C(C=C(C2C2=CC(=CC=C2)C(F)(F)F)CC2=CC=CC3=CC=CC=C23)=O)C1C(=O)OCC